(E)-2-hydroxy-1-(6-(4-methoxyphenyl)-7-oxo-2,3-diphenyl-4,7-dihydropyrazolo[1,5-a]pyrimidin-5-yl)guanidine O/N=C(/NC=1NC=2N(C(C1C1=CC=C(C=C1)OC)=O)N=C(C2C2=CC=CC=C2)C2=CC=CC=C2)\N